CN(C1=CC=C(C(=O)[C@@H](/C=C(/C=C/C(=O)NO)\C)C)C=C1)C (R,2E,4E)-6-(4-(dimethylamino)benzoyl)-N-hydroxy-4-methylhepta-2,4-dienamide